4-ethynyl-cyclohexanone C(#C)C1CCC(CC1)=O